ClC=1C(N(C(=CC1OC([2H])([2H])C1=NC=C(C=C1F)F)C)C1=CC(=NC=C1C)C=1SC=C(N1)C(C)(C)O)=O 3-Chloro-4-((3,5-difluoropyridin-2-yl)methoxy-d2)-2'-(4-(2-hydroxypropan-2-yl)thiazol-2-yl)-5',6-Dimethyl-2H-[1,4'-bipyridine]-2-one